(5S,8R)-N-(4-chloro-5-(trifluoromethyl)pyridin-2-yl)-1-fluoro-6,7,8,9-tetrahydro-5H-5,8-epiminocyclohepta[c]pyridine-10-carboxamide ClC1=CC(=NC=C1C(F)(F)F)NC(=O)N1[C@H]2CC[C@@H]1CC=1C(=NC=CC12)F